ClC=1C=C(C=C(C1)Cl)N1C=NC=2CN(CCC21)C=O (3,5-dichlorophenyl-1,4,6,7-tetrahydro-5H-imidazo[4,5-c]pyridin-5-yl)methanone